C12C(CC(CC1)O2)=O 7-oxabicyclo[2.2.1]heptan-2-one